(1-(6-bromo-4-(4-cyano-3-fluorophenyl)-7-fluoroquinazolin-2-yl)piperidin-4-yl)carbamic acid tert-butyl ester C(C)(C)(C)OC(NC1CCN(CC1)C1=NC2=CC(=C(C=C2C(=N1)C1=CC(=C(C=C1)C#N)F)Br)F)=O